((3-(4-chloro-1-methyl-1H-pyrazol-5-yl)-5-cyclopropylisoxazol-4-yl)methoxy)bicyclo[2.2.2]octane-1-carboxylic acid ClC=1C=NN(C1C1=NOC(=C1COC1C2(CCC(C1)CC2)C(=O)O)C2CC2)C